C(#N)C1=CC(=C(COC2=CC=CC(=N2)C2CCN(CC2)C2C=3N(CCOC2)C2=C(N3)C=CC(=C2)C(=O)OC)C=C1)F Methyl 5-(4-(6-((4-cyano-2-fluorobenzyl)oxy)pyridin-2-yl)piperidin-1-yl)-1,2,4,5-tetrahydrobenzo[4,5]imidazo[1,2-d][1,4]oxazepine-9-carboxylate